C(CCC)(=O)NC1=C(C=C(C=C1)[N+](=O)[O-])CN1N=C(N=N1)CC=1N=NN(N1)CC=1C=C(C2=CC=CC=C2C1)C(=O)O 3-{[5-({2-[(2-butyrylamino-5-nitrophenyl)methyl]-2H-1,2,3,4-tetrazol-5-yl}methyl)-2H-1,2,3,4-tetrazol-2-yl]methyl}naphthalene-1-carboxylic acid